O=C1NC(CC[C@H]1C1=CC=C(C=C1)N1CCC(CC1)CN1CCN(CC1)C(=O)OC(C)(C)C)=O tert-butyl (S)-4-((1-(4-(2,6-dioxopiperidin-3-yl)phenyl)piperidin-4-yl)methyl)piperazine-1-carboxylate